N-((2-methylthiazol-5-yl)methyl)ethanamine CC=1SC(=CN1)CNCC